2,6-di-tertiary butyl-hydroxytoluene C(C)(C)(C)C1=C(CO)C(=CC=C1)C(C)(C)C